C(CCCCCCCCCCCCCCCCC)OC([C@@H](NC(=O)OC(C)(C)C)C)=O (tert-Butoxycarbonyl)-L-alanine octadecyl ester